6-bromo-3-fluoro-1-methyl-1H-pyrrolo[2,3-b]Pyridine BrC1=CC=C2C(=N1)N(C=C2F)C